tricyclo(6.2.1.02,7)-undecene C12=C3CCCCC3C(CC1)C2